tetrafluoropyrrolidin FC1C(N(CC1)F)(F)F